7-fluoro-8-[(3-fluoro-5-nitro-2-pyridyl)oxy]-2,3-dimethoxy-1,5-naphthyridine FC1=CN=C2C=C(C(=NC2=C1OC1=NC=C(C=C1F)[N+](=O)[O-])OC)OC